O[C@H](C(=O)NC1=CC2=C(C=N1)C=C(N2)C2=CC(=NC=C2)C)C (S)-2-hydroxy-N-(2-(2-methylpyridin-4-yl)-1H-pyrrolo[3,2-c]pyridin-6-yl)propionamide